2-(4-(((3aR,5s,6aS)-2-(cyanomethyl)octahydrocyclopenta[c]pyrrol-5-yl)amino)-1H-pyrrolo[2,3-b]pyridin-5-yl)-N-(2-hydroxyethyl)-4-methylthiazole-5-carboxamide C(#N)CN1C[C@@H]2[C@H](C1)CC(C2)NC2=C1C(=NC=C2C=2SC(=C(N2)C)C(=O)NCCO)NC=C1